hexanoic acid methyl ester hydrochloride Cl.COC(CCCCC)=O